N-(4-(5-(1-(4,4-difluoropiperidin-1-yl)pyrrolo[1,2-c]pyrimidin-3-yl)-1,3,4-oxadiazol-2-yl)-3-(6-azaspiro[2.5]octane-6-yl)phenyl)-2-hydroxyethanesulfonamide FC1(CCN(CC1)C1=NC(=CC=2N1C=CC2)C2=NN=C(O2)C2=C(C=C(C=C2)NS(=O)(=O)CCO)N2CCC1(CC1)CC2)F